C(#N)C1=C(C(=CC=C1)F)C1=NC=CC(=C1C=O)NC(OC(C)(C)C)=O tert-butyl [2-(2-cyano-6-fluorophenyl)-3-formylpyridin-4-yl]carbamate